CC1=C(OC2=CC(=NC=C2)NC(C)=O)C=CC(=C1C)[N+](=O)[O-] N-(4-(2,3-dimethyl-4-nitrophenoxy)pyridin-2-yl)acetamide